(3-((2S)-2-hydroxy-3-(8-(naphthalene-2-ylsulfonyl)-1-oxa-8-azaspiro[4.5]dec-3-ylamino)propoxy)phenylsulfonyl)acetamide O[C@H](COC=1C=C(C=CC1)S(=O)(=O)CC(=O)N)CNC1COC2(C1)CCN(CC2)S(=O)(=O)C2=CC1=CC=CC=C1C=C2